ClC=1C=C(C(=O)N2CC=3N=C(N(C(C3C[C@H]2C)=O)C2=CC3=C(C(=NO3)N(C(OC(C)(C)C)=O)C)C=C2)S(=O)C)C=CC1Cl tert-butyl (6-((6R)-7-(3,4-dichlorobenzoyl)-6-methyl-2-(methylsulfinyl)-4-oxo-5,6,7,8-tetrahydropyrido[3,4-d]pyrimidin-3(4H)-yl)benzo[d]isoxazol-3-yl)-(methyl)carbamate